2-chloro-5-((2-chloro-4-((5-cyclopropyl-3-(2,6-dichlorophenyl)isoxazol-4-yl)methoxy)Phenyl)ethynyl)benzoic acid ClC1=C(C(=O)O)C=C(C=C1)C#CC1=C(C=C(C=C1)OCC=1C(=NOC1C1CC1)C1=C(C=CC=C1Cl)Cl)Cl